C1(CCCCC1)C(=O)OOC=1C(=NC(=CC1)C=1N=NN(C1COC(=O)N(C)C1CC1)C)C1CC1 (2-cyclopropyl-6-(5-(((cyclopropyl (methyl) aminocarbonyl) oxy) methyl)-1-methyl-1H-1,2,3-triazol-4-yl) pyridin-3-yloxy) cyclohexane-1-carboxylate